(3-methyl-5-nitropyridin-2-yl)methanol CC=1C(=NC=C(C1)[N+](=O)[O-])CO